ClC=1C(=C(C=CC1OC[C@@H]1OCCC1)NC=1C2=C(N=CN1)C=CC(=N2)N2[C@@H]1CN([C@H](C2)C1)C(=O)OC(C)(C)C)F tert-Butyl (1S,4S)-5-(4-((3-chloro-2-fluoro-4-(((R)-tetrahydrofuran-2-yl)methoxy)phenyl)amino)pyrido[3,2-d]pyrimidin-6-yl)-2,5-diazabicyclo[2.2.1]heptane-2-carboxylate